N-(2-chloro-6-methyl-phenyl)ethan-1-imine ClC1=C(C(=CC=C1)C)N=CC